ClC(C([O-])=N)(Cl)Cl 2,2,2-trichloroacetoimidate